(7-((6-(tert-butyl)pyridin-2-yl)oxy)-2-azaspiro[3.5]non-2-yl)((1s,3s)-3-hydroxy-3-methylcyclobutyl)methanone (3-(cyclohex-1-en-1-yl)imidazo[1,2-a]pyridin-6-yl)(methyl)carbamate C1(=CCCCC1)C1=CN=C2N1C=C(C=C2)N(C(O)=O)C.C(C)(C)(C)C2=CC=CC(=N2)OC2CCC1(CN(C1)C(=O)C1CC(C1)(C)O)CC2